C(C=C)(=O)OC1(C2CC3CC(CC1C3)C2)C 2-Acryloyloxy-2-methyladamantan